(3-amino-4-(4-isopropylpiperazin-1-yl)phenyl)(4-benzylpiperidin-1-yl)methanone methyl-4-aminopyridine-2-carboxylate COC(=O)C1=NC=CC(=C1)N.NC=1C=C(C=CC1N1CCN(CC1)C(C)C)C(=O)N1CCC(CC1)CC1=CC=CC=C1